4-phenyl-butene C1(=CC=CC=C1)CCC=C